C(C=1C(O)=CC=CC1)=NCCN=CC=1C(O)=CC=CC1 (1R,2R)-N,N'-disalicylidene-1,2-ethylenediamine